(2s,4r)-4-fluoropyrrolidine-2-carboxylate F[C@@H]1C[C@H](NC1)C(=O)[O-]